3-((3s,4r)-4-(4-fluorophenyl)-1-(2-methoxyethyl)pyrrolidin-3-yl)urea FC1=CC=C(C=C1)[C@H]1[C@@H](CN(C1)CCOC)NC(N)=O